FC(F)(F)SCCCCCCCCCCBr bromodecyl (trifluoromethyl) sulfide